(1S,3aR,4S,7R,7aS)-2-(O-(difluoromethyl)-L-threonyl)-2,3,3a,4,7,7a-hexahydro-1H-4,7-methanoisoindole-1-carboxylic acid FC(O[C@@H]([C@H](N)C(=O)N1[C@@H]([C@H]2[C@H]3C=C[C@@H]([C@H]2C1)C3)C(=O)O)C)F